BrC1=CC=C(C=2N=C(OC21)N2CC1CCC(C2)N1C(=O)OC(C)(C)C)C tert-Butyl 3-(7-bromo-4-methylbenzo[d]oxazol-2-yl)-3,8-diazabicyclo[3.2.1]octane-8-carboxylate